OC(CC=1C=C2C(CC(C2=CC1)(C)C1=CC=C(C=C1)C(C(C)(C)O)=O)(C)C)(C)C 2-hydroxy-1-{1-[4-(2-hydroxy-2-methylpropionyl)phenyl]-1,3,3-trimethylindan-5-yl}-2-methylpropane